2-(2-(4-methylphenylamino)ethylamino)benzyl alcohol CC1=CC=C(C=C1)NCCNC1=C(CO)C=CC=C1